3H-benzo[b]pyrrolizine-9-carboxamide C1=CCN2C3=C(C(=C12)C(=O)N)C=CC=C3